C(C)(C)(CC)C1=CC2=CC3=CC=C(C=C3C=C2C=C1)C(C)(C)CC 2,6-di-t-amylanthracene